O=C1NC(CCC1NC=1C=C(C=CC1)[N-]CCCCCCC(N1CCCCC1)=O)=O N-(3-((2,6-dioxopiperidin-3-yl)amino)phenyl)-7-oxo-7-(piperidin-1-yl)heptylamide